diazaspiro[2.3]hex-1-ene-5-carboxylic acid N1=NC12CC(C2)C(=O)O